COC(=O)C1=CC2=C(CC(O2)OCOC)C=C1 (methoxymethoxy)-2,3-dihydrobenzofuran-6-carboxylic acid methyl ester